N1=NC(=CC2=C1C1=C(CCC2)C=CC=C1)N1N=C(N=C1N)NC=1C=CC2=C(CCC(CC2)NCC2OCCC2)C1 1-(6,7-dihydro-5H-benzo[6,7]cyclohepta[1,2-c]pyridazin-3-yl)-N3-(7-(tetrahydrofuran-2-ylmethyl)amino-6,7,8,9-tetrahydro-5H-benzo[7]annulene-2-yl)-1H-1,2,4-triazole-3,5-diamine